N-(5-(6-ethoxypyrazin-2-yl)pyridin-2-yl)-2-fluoro-2-(2-(methylsulfonylamino)pyrimidin-4-yl)butyramide C(C)OC1=CN=CC(=N1)C=1C=CC(=NC1)NC(C(CC)(C1=NC(=NC=C1)NS(=O)(=O)C)F)=O